7-Bromoindole BrC=1C=CC=C2C=CNC12